C(C)(C)N(C(=O)C1=C(OC2=C(N=CN=N2)N2C[C@@H](CC2)CN2CCC3(CC2)CCC(CC3)NC(=O)C3=NOC=C3)C=CC(=C1)F)C(C)C (S)-N-(3-((1-(6-(2-(diisopropylcarbamoyl)-4-fluorophenoxy)-1,2,4-triazine-5-yl)pyrrolidin-3-yl)methyl)-3-azaspiro[5.5]undecane-9-yl)isoxazole-3-carboxamide